FC=1C=C(C=C(C1)F)N1C=NC(=C1)N 1-(3,5-difluorophenyl)-1H-imidazol-4-amine